FC(C(=O)O)(C1=NC(=CC=C1)C1=C(C=C(C=C1)C(F)(F)F)F)F 2,2-difluoro-2-{6-[2-fluoro-4-(trifluoromethyl)phenyl]pyridin-2-yl}acetic acid